(1,2,3-thiadiazol-4-yl)methanol S1N=NC(=C1)CO